1-(5-(5-chloro-2-methoxypyridin-4-yl)-1H-pyrazole-3-carbonyl)-N-((3S,6S)-6-(trifluoromethyl)tetrahydro-2H-pyran-3-yl)piperidine-4-carboxamide ClC=1C(=CC(=NC1)OC)C1=CC(=NN1)C(=O)N1CCC(CC1)C(=O)N[C@@H]1CO[C@@H](CC1)C(F)(F)F